ClC=1N=C(NC1C1=C(C=C(C=C1)S(=O)C)Cl)C1=NC=C(C=C1)F 2-[4-Chloro-5-(2-chloro-4-methylsulfinyl-phenyl)-1H-imidazol-2-yl]-5-fluoro-pyridine